dichloros-triazinyl-p-aminobenzenesulfonic acid sodium salt [Na+].ClC=1C(=C(C(=C(C1)S(=O)(=O)[O-])C1=NC=NC=N1)Cl)N